O=C1NC2=C(SC3=C1C=CC=C3)C=C(C=C2)C(=O)O 11-oxo-10,11-dihydrodibenzo[b,f][1,4]thiazepine-7-carboxylic acid